COC1=C(C=C(C=C1)NC1=NC=CC(=N1)NC1=NC(=NC=C1)C1=NC(=CC=C1)C)CN1C[C@H](N[C@H](C1)C)C |r| N2-[4-methoxy-3-[[rac-(3R,5S)-3,5-dimethylpiperazin-1-yl]methyl]phenyl]-N4-[2-(6-methyl-2-pyridyl)pyrimidin-4-yl]pyrimidine-2,4-diamine